2-CHLORO-6-PHENYLPYRIDIN-3-YLBORONIC ACID ClC1=NC(=CC=C1B(O)O)C1=CC=CC=C1